N-ethyl-N'-2-propen-1-yl-thiourea C(C)NC(=S)NCC=C